cholesterol oleate C(CCCCCCC\C=C/CCCCCCCC)(=O)O[C@@H]1CC2=CC[C@H]3[C@@H]4CC[C@H]([C@@H](CCCC(C)C)C)[C@]4(CC[C@@H]3[C@]2(CC1)C)C